3-(3-(4-(L-alanyl)piperazin-1-yl)-3-oxopropyl)-8-fluoro-5-methylisoquinoline N[C@@H](C)C(=O)N1CCN(CC1)C(CCC=1N=CC2=C(C=CC(=C2C1)C)F)=O